C(#N)C=1C=C(C=CC1)[C@H](C1=CC=C(C(=O)N)C=C1)OC1=C(C=C2C(CCOC2=C1C)=O)F (S)-4-((3-cyanophenyl)((6-fluoro-8-methyl-4-oxochroman-7-yl)oxy)methyl)benzamide